FC=1C(=NC=CC1)C(=O)N[C@H](C)\C=C\S(=O)(=O)C 3-fluoro-N-((R,E)-4-(methylsulfonyl)but-3-en-2-yl)picolinamide